2-(4-Amino-2-chloro-6-fluorophenyl)-6-(3-((benzyloxy)methyl)-4-ethyl-5-oxo-4,5-dihydro-1H-1,2,4-triazol-1-yl)-4-(prop-1-en-2-yl)isoquinolin-1(2H)-one NC1=CC(=C(C(=C1)F)N1C(C2=CC=C(C=C2C(=C1)C(=C)C)N1N=C(N(C1=O)CC)COCC1=CC=CC=C1)=O)Cl